ClC1=C2C(=NC=C1)NCC2(C2CC2)C=2C=C(C=CC2)N2C(CN(CC2)CCC=O)=O 3-[4-(3-{4-chloro-3-cyclopropyl-1H-pyrrolo[2,3-b]pyridin-3-yl}phenyl)-3-oxopiperazin-1-yl]propanal